7-[2-(3-chloro-2-pyridyl)-5-methoxy-pyrazol-3-yl]-5-methyl-1H-pyrazolo[3,4-f][3,1]benzoxazin-9-one ClC=1C(=NC=CC1)N1N=C(C=C1C1=NC2=C(C(O1)=O)C1=C(C=C2C)C=NN1)OC